4-[[(2S,3R,4S,5S)-3-(3,4-difluoro-2-methoxy-phenyl)-4,5-dimethyl-5-(trifluoromethyl)tetrahydrofuran-2-carbonyl]amino]-5-methyl-pyridine-2-carboxamide FC=1C(=C(C=CC1F)[C@@H]1[C@H](O[C@@]([C@H]1C)(C(F)(F)F)C)C(=O)NC1=CC(=NC=C1C)C(=O)N)OC